BrC(C(=O)C1=CC=CC=C1)O Alpha-bromo-hydroxyacetophenone